(1-(2-methoxyethoxy)propane) samarium salt [Sm].COCCOCCC